methyl-(E)-2-[3-chloro-2-[[(Z)-(2-methoxy-1-phenyl-ethylidene) amino]oxymethyl]-phenyl]-3-methoxy-prop-2-enoate COC(\C(=C\OC)\C1=C(C(=CC=C1)Cl)CO\N=C(/COC)\C1=CC=CC=C1)=O